N-(5-(azepan-4-yl)-2',3',4',5'-tetrahydro-[1,1'-biphenyl]-2-yl)-5-methylisoxazole-3-carboxamide N1CCC(CCC1)C=1C=CC(=C(C1)C=1CCCCC1)NC(=O)C1=NOC(=C1)C